(2-isopropylphenyl)-1-(2-methoxyethyl)piperazin-2-one C(C)(C)C1=C(C=CC=C1)C1C(N(CCN1)CCOC)=O